C1(=CC=CC=C1)S(=O)(=O)CC(=O)N phenyl-sulphonylacetamide